FC(C(=O)O)(F)F.BrC=1C=CC(=C(C1)C(CC#N)N1N=CC(=C1)C=1C2=C(N=CN1)NC=C2)F 3-(5-bromo-2-fluorophenyl)-3-[4-(7H-pyrrolo[2,3-d]pyrimidin-4-yl)-1H-pyrazol-1-yl]propanenitrile trifluoroacetate